trans-7-dodecene CCCCCC\C=C\CCCC